C(C)N1CCC(CC1)OC1=CC=C(C=N1)S(=O)(=O)N1[C@H]([C@@H]2CC[C@H](C1)N2C(=O)OCCOC)C(NO)=O 2-methoxyethyl (1S,2R,5R)-3-((6-((1-ethylpiperidin-4-yl) oxy) pyridin-3-yl) sulfonyl)-2-(hydroxycarbamoyl)-3,8-diazabicyclo[3.2.1]octane-8-carboxylate